ClC1=NC=CC2=CC(=CC=C12)C=1OC(=C(N1)N1C=CC=2C=CC=NC2C1=O)C1=CC=C(C=C1)F 7-(2-(1-chloroisoquinolin-6-yl)-5-(4-fluorophenyl)oxazol-4-yl)-1,7-naphthyridin-8(7H)-one